titanium magnesium aluminum lithium [Li].[Al].[Mg].[Ti]